C1(=CC=C(C=C1)C1=CC=C(S1)C=1SC(=CC1)C1=CC=C(C=C1)C1=CC=CC=C1)C1=CC=CC=C1 5,5'-bis(4-biphenylyl)-2,2'-bithiophene